C1(=CC=CC=C1)S(=O)(=O)N1CCC2=CC(=CC=C12)[C@H]1[C@@H](C1)NC1CCCCC1 trans-N-(2-(1-(phenylsulfonyl)indolin-5-yl)cyclopropyl)cyclohexylamine